C(C)OC(CN1C(N(C2=C1C=CC=C2C)C=2C=NC(=CC2)C2=C1C(=CN=C2)N(N=C1)C1OCCCC1)=O)=O 2-[4-methyl-2-oxo-3-[6-(1-tetrahydropyran-2-ylpyrazolo[3,4-c]pyridin-4-yl)-3-pyridinyl]benzimidazol-1-yl]acetic acid ethyl ester